CC(C)OCCN1C(CN(CC1)C(=O)OC(C)(C)C)=O tert-Butyl 4-[2-(1-methylethoxy)ethyl]-3-oxopiperazine-1-carboxylate